ClC=1C=C(C=NC1)C1=NC(=C2N=CN(C2=N1)[C@@H]1[C@@H]([C@@H]([C@H](O1)C(=O)NC)O)O)NCC1=CC(=CC=C1)OC (2s,3s,4r,5s)-5-(2-(5-chloropyridin-3-yl)-6-((3-methoxybenzyl)amino)-9H-purin-9-yl)-3,4-dihydroxy-N-methyltetrahydrofuran-2-carboxamide